NC1=NC=CC2=C1C(=NN2C(C)C)C2=NOC(=C2C=2C(CCC2)=O)C2CC2 2-(3-(4-amino-1-isopropyl-1H-pyrazolo[4,3-c]pyridin-3-yl)-5-cyclopropylisoxazol-4-yl)cyclopent-2-en-1-one